FC=1C(=C(C=CC1F)C=1C(C(OC1C(=O)OCC)(C(F)(F)F)C)C)OC ethyl 4-(3,4-difluoro-2-methoxy-phenyl)-2,3-dimethyl-2-(trifluoromethyl)-3H-furan-5-carboxylate